(6-((5-chloro-2-((4-(2-(dimethylamino)-7-azaspiro[3.5]non-7-yl)-2-methoxyphenyl)amino)pyrimidin-4-yl)amino)-3,4-dimethylphenyl)dimethylphosphine oxide ClC=1C(=NC(=NC1)NC1=C(C=C(C=C1)N1CCC2(CC(C2)N(C)C)CC1)OC)NC1=CC(=C(C=C1P(C)(C)=O)C)C